N1(N=NC=C1)CC(=O)N1CC(C1)(C(=O)NC=1C=NC(=CC1OC)Cl)C1=C(C=CC=C1)C(C)C 1-(2-(1H-1,2,3-triazol-1-yl)acetyl)-N-(6-chloro-4-methoxypyridin-3-yl)-3-(2-isopropylphenyl)azetidine-3-carboxamide